C(C)(C)N(C(C)C)CC N,N-di-iso-propyl-ethylamine